BrC=1C=C2C(=CN(C2=CC1)CC)C(=O)O 5-bromo-1-ethyl-1H-indole-3-carboxylic acid